C(C)OC(=O)C1(C(NC2=CC=CC(=C2C1)Br)=O)NC(C)=O 3-acetamido-5-bromo-2-oxo-1,2,3,4-tetrahydroquinoline-3-carboxylic acid ethyl ester